C(C)C1=C(C=CC2=CC=CC=C12)S(=O)(=O)N ethylnaphthalene-2-sulfonamide